(9-ethyl-6-morpholino-8-(pyridin-4-yl)-9H-purin-2-yl)methanol C(C)N1C2=NC(=NC(=C2N=C1C1=CC=NC=C1)N1CCOCC1)CO